NC1=C(C(=NN1CCC1=C(C=C(C=C1)Br)Br)C1=CC=C(C=C1)OC1=CC=CC=C1)C#N 5-amino-1-(2,4-dibromophenethyl)-3-(4-phenoxyphenyl)-1H-pyrazole-4-carbonitrile